C(=O)(O)C=1C=C(C=C(C1)C(=O)O)C1(SC(=CC1C(=O)N)C1=CC(=CC(=C1)C(=O)O)C(=O)O)C(=O)N 2,5-di-(3,5-dicarboxyphenyl)thiophenedicarboxamide